Ethyl 2-deoxy-4-O-phosphono-3-O-[(R)-3-tetradecanoyloxytetradecanoyl]-2-[(R)-3-tetradecanoyloxytetradecanoyl-amino]-β-D-glucopyranoside P(=O)(O)(O)O[C@H]1[C@@H]([C@H]([C@H](OCC)O[C@@H]1CO)NC(C[C@@H](CCCCCCCCCCC)OC(CCCCCCCCCCCCC)=O)=O)OC(C[C@@H](CCCCCCCCCCC)OC(CCCCCCCCCCCCC)=O)=O